9-(tert-Butoxycarbonyl)-14-(3-((tert-Butoxycarbonyl)amino)propyl)-2,2,15-trimethyl-4-oxo-3-oxa-5,9,14-triazahexadecane-16-oic acid C(C)(C)(C)OC(=O)N(CCCNC(OC(C)(C)C)=O)CCCCN(C(C(=O)O)C)CCCNC(=O)OC(C)(C)C